C(C)C=1C=NC=CC1 3-Ethyl-Pyridine